CC(=O)N[C@@H]1[C@H](C[C@@](O[C@H]1[C@@H]([C@@H](CO)O[C@@]2(C[C@@H]([C@H]([C@@H](O2)[C@@H]([C@@H](CO)O)O)NC(=O)C)O)C(=O)O)O)(C(=O)O)O)O The molecule is alpha-Neu5Ac-(2->8)-Neu5Ac in which the configuration at the anomeric carbon atom of the residue at the reducing end is alpha It has a role as an epitope.